trimethoxyvanadium (V) CO[V+2](OC)OC